isobutyraldehyde O-(2-(2-chloro-5-(3,5-dimethyl-2,6-dioxo-4-thioxo-1,3,5-triazin-1-yl)-4-fluorophenoxy)propionyl) oxime ClC1=C(OC(C(=O)ON=CC(C)C)C)C=C(C(=C1)F)N1C(N(C(N(C1=O)C)=S)C)=O